BrC1=C(C=CC=C1)S(=O)(=O)NC([O-])=O ((2-bromophenyl)sulfonyl)carbamate